FC(OC=1C=C(C=CC1)C(=C)C1=CC=2NC3=CC=CC=C3SC2C=C1)(F)F 2-(1-(3-trifluoromethoxyphenyl)vinyl)-10H-phenothiazine